(2-methacryloxy-3-hydroxypropoxy)propylbis(trimethylsiloxy)methylsilane C(C(=C)C)(=O)OC(COCCC[SiH2]C(O[Si](C)(C)C)O[Si](C)(C)C)CO